F[C@@H]1C[C@H](N(C1)C(CN1C(NC2=C1C=CC=C2)=O)=O)C(=O)N[C@@H](C2=CC=CC=C2)C2=CC(=C(C=C2)C2(CC2)C)F (2S,4R)-4-fluoro-N-[(S)-[3-fluoro-4-(1-methylcyclopropyl)phenyl](phenyl)methyl]-1-[2-(2-oxo-2,3-dihydro-1H-1,3-benzodiazol-1-yl)acetyl]pyrrolidine-2-carboxamide